5-nitrooxypentanol [N+](=O)([O-])OCCCCCO